5'-(4-(9H-carbazol-9-yl)phenyl)-4,4''-di(9H-carbazol-9-yl)-6'-(4-(3,6-dimethyl-9H-carbazol-9-yl)phenyl)-4'-(2,6-dimethylpyridin-4-yl)-[1,1':2',1''-terphenyl]-3'-carbonitrile C1=CC=CC=2C3=CC=CC=C3N(C12)C1=CC=C(C=C1)C=1C(=C(C(=C(C1C1=CC=C(C=C1)N1C2=CC=C(C=C2C=2C=C(C=CC12)C)C)C1=CC=C(C=C1)N1C2=CC=CC=C2C=2C=CC=CC12)C1=CC=C(C=C1)N1C2=CC=CC=C2C=2C=CC=CC12)C#N)C1=CC(=NC(=C1)C)C